C1=CC=CC=2C3=CC=CC=C3C(C12)CN(C(O)=O)CCC1CCNCC1 (9H-fluoren-9-yl)methyl-(2-(piperidin-4-yl)ethyl)carbamic acid